Cl.C(CCC)N(C=1C2=C(N=C(N1)C)N(C=C2C)C2=C(C=C(C=C2C)C)C)CC N-Butyl-N-ethyl-2,5-dimethyl-7-(2,4,6-trimethylphenyl)-7H-pyrrolo[2,3-d]pyrimidin-4-amine hydrochloride